CC1=NC=C(C=C1B(O)O)C (2,5-dimethylpyridin-3-yl)boronic acid